1,2-phenylenebis(methylene) (E,E)-bis(N'-(2,4-difluorophenyl)carbamimidothioate) dihydrobromide Br.Br.FC1=C(C=CC(=C1)F)\N=C(/N)\SCC1=C(C=CC=C1)CSC(N)=NC1=C(C=C(C=C1)F)F